C(C)OC(C)=O.OC[C@@H]1[C@H]2[C@@H](CN1C(=O)OC(C)(C)C)OC(O2)(C)C tert-butyl (3aS,4R,6aR)-4-(hydroxymethyl)-2,2-dimethyltetrahydro-5H-[1,3]dioxolo[4,5-c]pyrrole-5-carboxylate ethyl-acetate